tetrakis(2,4-di-t-butylphenyl)1,4-phenylene-di-phosphonite C(C)(C)(C)C1=C(C=CC(=C1)C(C)(C)C)OP(OC1=C(C=C(C=C1)C(C)(C)C)C(C)(C)C)C1=CC=C(C=C1)P(OC1=C(C=C(C=C1)C(C)(C)C)C(C)(C)C)OC1=C(C=C(C=C1)C(C)(C)C)C(C)(C)C